N[C@@]1(CN(CC1)C1=C(C=NC=C1C1=NC2=C(N1)C=CC=C2C)C(=O)N(C)[C@@H](C)C2CC2)C 4-[(3S)-3-amino-3-methylpyrrolidin-1-yl]-N-[(1S)-1-cyclopropylethyl]-N-methyl-5-(4-methyl-1H-1,3-benzodiazole-2-yl)pyridine-3-carboxamide